COC=1C=CC2=C(C(OC3=CC(=CC=C23)OS(=O)(=O)C(F)(F)F)=O)C1 trifluoromethanesulfonic acid 8-methoxy-6-oxo-6H-benzo[c]chromen-3-yl ester